FC1([C@H](C=2C(=C(SC2S(=O)(=O)C)OCC(C)C)C1)O)F (4S)-5,5-difluoro-3-methanesulfonyl-1-(2-methylpropyloxy)-4H,5H,6H-cyclopenta[c]thiophen-4-ol